O1[C@@H](CC1)CN1C=NC2=C1C=NC(=C2)C#N 3-(((S)-oxetan-2-yl)methyl)-3H-imidazo[4,5-C]pyridine-6-carbonitrile